O[C@H](C)C1=NC=2C(=C3C(=NC2)N(C=C3)S(=O)(=O)C3=CC=CC=C3)N1[C@@H]1CN(CC13CC3)CCCC#N 4-((S)-7-(2-((R)-1-hydroxyethyl)-6-(benzenesulfonyl)imidazo[4,5-d]Pyrrolo[2,3-b]Pyridin-1(6H)-yl)-5-azaspiro[2.4]Hept-5-yl)butyronitrile